ClC1=C(C(=C(N=N1)OC1=C(C(=CC=C1)C1CC1)F)C(=O)NCC(F)(F)C1=CC(=C(C=C1)C)C)C 6-chloro-3-(3-cyclopropyl-2-fluoro-phenoxy)-N-[2-(3,4-dimethylphenyl)-2,2-difluoro-ethyl]-5-methyl-pyridazine-4-carboxamide